NC1=NC=NC2=C(C=CC=C12)C(=O)NC1=C2C=CN=C(C2=CC=C1C)NC1=CC(=NC=C1)C(F)(F)F 4-Amino-N-(6-methyl-1-((2-(trifluoromethyl)pyridin-4-yl)amino)isoquinolin-5-yl)quinazoline-8-Formamide